C(C)(C)(C)OC(=O)N(CC(=O)N(CC(=O)N(CC(=O)OC)C)C)C methyl 2-[[2-[[2-[tert-butoxycarbonyl(methyl)amino] acetyl]-methyl-amino] acetyl]-methyl-amino]acetate